C(C)OC(C=C(CCC=C(C)C)C)C 8-ethoxy-2,6-dimethyl-nona-2,6-diene